BrC=1C=C2C(=CNC2=CC1)C=C(C#N)C#N 2-(5-bromo-1H-indol-3-ylmethylene)-malononitrile